FC1(OC2=C(O1)C=CC(=C2)N2N=C(C(=C2)N2CCN(CC2)C(=O)OC(C)(C)C)C(=C)C)F tert-butyl 4-[1-(2,2-difluoro-1,3-benzodioxol-5-yl)-3-isopropenyl-pyrazol-4-yl]piperazine-1-carboxylate